2-(2-fluorophenyl)-6-hydroxy-N-[(3S)-9-fluoro-2-oxo-5-phenyl-1,3-dihydro-1,4-benzodiazepine-3-yl]-6,7-dihydro-5H-pyrazolo[5,1-b][1,3]Oxazine-3-carboxamide FC1=C(C=CC=C1)C1=NN2C(OCC(C2)O)=C1C(=O)N[C@@H]1C(NC2=C(C(=N1)C1=CC=CC=C1)C=CC=C2F)=O